CC1=CC=C(C=C1)C=1NC2=CC=C(C=C2C1)Cl 2-(4-methylphenyl)-5-chloroindole